catechol diboron diborate B([O-])([O-])OB([O-])[O-].[B+3].[B+3].C=1(O)C(O)=CC=CC1